(1R,2R,4S) and (1S,2S,4R)-ethyl-4-(tert-butoxycarbonylamino)-2-ethyl-1-methylcyclopentanecarboxylate C(C)OC(=O)[C@]1([C@@H](C[C@@H](C1)NC(=O)OC(C)(C)C)CC)C |r|